[Na].P(=O)(O)(O)C(CC(=O)O)(CCC(=O)O)C(=O)O 2-phosphonobutane-1,2,4-tricarboxylic acid sodium